5-(9-((1-(5-methoxy-2-(1-methyl-1H-pyrazol-4-yl)-4-nitrophenyl)piperidine-4-yl)methyl)-3,9-diazaspiro[5.5]undecan-3-yl)pyridine-2-carboxylic acid methyl ester COC(=O)C1=NC=C(C=C1)N1CCC2(CC1)CCN(CC2)CC2CCN(CC2)C2=C(C=C(C(=C2)OC)[N+](=O)[O-])C=2C=NN(C2)C